(S)-4-(3-oxomorpholin-4-yl)-3-(4-methylphenyl)-N-((R)-1-(6-(trifluoromethyl)pyridazin-3-yl)ethyl)-4,5-dihydro-1H-pyrazole-1-carboxamide O=C1N(CCOC1)[C@@H]1C(=NN(C1)C(=O)N[C@H](C)C=1N=NC(=CC1)C(F)(F)F)C1=CC=C(C=C1)C